C1(=CC=C(C=C1)S(=O)(=O)OCCOCCCOCCCOCC(=O)OC)C methyl 2-[3-[3-[2-(p-tolylsulfonyloxy)ethoxy]propoxy]propoxy]acetate